O=S1(CCN(CC1)CC=1C=C(C(=O)NC2=CC=C(C=C2)C2=NC(=NN2)CC2=CC=C(C=C2)F)C=CC1)=O 3-[(1,1-Dioxo-1,4-thiazinan-4-yl)methyl]-N-[4-[3-[(4-fluorophenyl)methyl]-1H-1,2,4-triazol-5-yl]phenyl]benzamide